4-fluoro-5-chloro-2,3-dihydro-1H-inden-1-ol FC1=C2CCC(C2=CC=C1Cl)O